C=CCCCCCCCCCCCCCCCCCCCC docos-1-ene